{3-[3-amino-4-(7H-pyrrolo[2,3-d]pyrimidin-4-yl)-1H-pyrazol-1-yl]-1-(isopropylsulfonyl)azetidin-3-yl}acetonitrile succinate C(CCC(=O)O)(=O)O.NC1=NN(C=C1C=1C2=C(N=CN1)NC=C2)C2(CN(C2)S(=O)(=O)C(C)C)CC#N